C(C)(C)(C)OC(=O)N1CCC2(CC1)CCN(CC2)CC2CCNCC2.COC2=CC=C1C=C(C=C(C1=C2)CCNC(C)=O)Br N-(2-(7-methoxy-3-bromonaphthalen-1-yl)ethyl)acetamide tert-butyl-9-(piperidin-4-ylmethyl)-3,9-diazaspiro[5.5]undecane-3-carboxylate